CC/C=C\C/C=C\C/C=C\CCCCCCCC(=O)OC[C@H](COP(=O)([O-])OCC[N+](C)(C)C)OC(=O)CC/C=C\C/C=C\C/C=C\C/C=C\C/C=C\C/C=C\CC 1-α-linolenoyl-2-docosahexaenoyl-sn-glycero-3-phosphocholine